N-(5-bromo-2-hydroxyphenyl)chromane-3-carboxamide BrC=1C=CC(=C(C1)NC(=O)C1COC2=CC=CC=C2C1)O